[Br-].C(C(C)C)[Si](C[Si](OC)(OC)OC)(OC)OC isobutyl-1,1,3,3,3-penta-methoxy-1,3-disilapropane Bromide